2-(5-{4-fluoro-2-[1-(propan-2-yl)-1H-1,2,4-triazol-5-yl]phenoxy}pyrimidin-4-yl)-2,7-diazaspiro[3.5]nonane FC1=CC(=C(OC=2C(=NC=NC2)N2CC3(C2)CCNCC3)C=C1)C1=NC=NN1C(C)C